dimethyl-2-methoxyethyl-1H-imidazo[4,5-c]quinolin-1-ethanol CC1=CC=CC=2C3=C(C(=NC12)C)N=C(N3CCO)CCOC